ClC1=NC(=NC=C1)C1COC1 4-Chloro-2-(oxetan-3-yl)pyrimidine